C(C)(C)(C)C1=CC(=CC2=C1OP(OC1=C2C(=CC(=C1)C(C)(C)C)C(C)(C)C)C(C)(C)C)OCCN(CCOC1=CC2=C(OP(OC3=C2C(=CC(=C3)C(C)(C)C)C(C)(C)C)C(C)(C)C)C(=C1)C(C)(C)C)CCOC1=CC3=C(OP(OC2=C3C(=CC(=C2)C(C)(C)C)C(C)(C)C)C(C)(C)C)C(=C1)C(C)(C)C tris[2-[(4,6,9,11-tetra-t-butyldibenzo[d,f][1,3,2]dioxaphosphepin-2-yl)oxy]ethyl]amine